Cl.C1(C=CC(N1)=O)=O Maleimide HCl